amino-1,3,5-triazine monosodium salt [Na].NC1=NC=NC=N1